ClC1=NC=C(C(=C1)C1=C(C=NC(=C1)C)C(=O)NC=1SC2=C(N1)CN(C2)C(=O)C2=CC=NN2C(F)F)OC 2'-Chloro-N-(5-(1-(difluoro-methyl)-1H-pyrazole-5-carbonyl)-5,6-dihydro-4H-pyrrolo[3,4-d]thiazol-2-yl)-5'-methoxy-6-methyl-[4,4'-bipyridine]-3-carboxamide